COC=1N=C2C(=NC1OC)SC(=C2)C(=O)C(C(=O)OC(C)(C)C)CC(=O)OC(C)(C)C di-tert-butyl 2-[(2,3-dimethoxythieno[2,3-b]pyrazin-6-yl)carbonyl]butanedioate